(S)-6-(((R)-1-(3,5-dichloropyridin-2-yl)-2-methylpropyl)amino)-2-((R)-2-(4-fluorophenyl)-2-methoxyethyl)-N-hydroxyhexanamide ClC=1C(=NC=C(C1)Cl)[C@@H](C(C)C)NCCCC[C@H](C(=O)NO)C[C@@H](OC)C1=CC=C(C=C1)F